tert-butyl {(1R,4S)-4-[methyl(2-nitrobenzene-1-sulfonyl)amino]cyclopent-2-en-1-yl}carbamate CN([C@@H]1C=C[C@@H](C1)NC(OC(C)(C)C)=O)S(=O)(=O)C1=C(C=CC=C1)[N+](=O)[O-]